CN(CCN(C1=C(C=C(C(=C1)OC)NC1=NC=NC(=N1)N1OCC[C@@H]1C1=CC(=CC=C1)OC1=CC=CC=C1)NC(C=C)=O)C)C (R)-N-(2-((2-(dimethylamino)ethyl)(methyl)amino)-4-methoxy-5-((4-(3-(3-phenoxyphenyl)isoxazolidin-2-yl)-1,3,5-triazin-2-yl)amino)phenyl)acrylamide